CC1=C(C(CCC1)(C)C)C=CC(C)=O 4-(2,6,6-trimethylcyclohex-1-en-1-yl)but-3-en-2-one